benzoquinazoline N1=CN=CC2=CC=C3C(=C12)C=CC=C3